C1(CCCCC1)CC(C(=O)N1CC(C(CC1)(O)CN1C=NC(=CC1=O)C1=C(C=CC=C1)F)(C)C)CC 3-((1-(2-(cyclohexylmethyl)butanoyl)-4-hydroxy-3,3-dimethylpiperidin-4-yl)methyl)-6-(2-fluorophenyl)pyrimidin-4(3H)-one